(1-oxo-1-((1-oxo-3-(2-oxopyrrolidin-3-yl)propan-2-yl)amino)heptan-2-yl)carbamic acid 2-(3-chlorophenyl)-2-methyl-1-phenylpropyl ester ClC=1C=C(C=CC1)C(C(C1=CC=CC=C1)OC(NC(C(NC(C=O)CC1C(NCC1)=O)=O)CCCCC)=O)(C)C